(2-(4'-fluoro-[1,1'-biphenyl]-3-yl)propan-2-yl)carbamate FC1=CC=C(C=C1)C1=CC(=CC=C1)C(C)(C)NC([O-])=O